C1(CCC1)CN(C(OC(C)(C)C)=O)[C@H]1CN(CCC1)C=1C=NC(=CC1)C1(COC1)C(NC=1N=C2N(C(C1)=O)C=CC=C2)=O tert-butyl (R)-(cyclobutylmethyl)(1-(6-(3-((4-oxo-4H-pyrido[1,2-a]pyrimidin-2-yl)carbamoyl)oxetan-3-yl)pyridin-3-yl)piperidin-3-yl)carbamate